CN1CC(=CCC1)C1=NSN=C1OCC(C(C(C(C(F)(F)F)(F)F)(F)F)(F)F)(F)F 3-(1-methyl-1,2,5,6-tetrahydropyridin-3-yl)-4-((2,2,3,3,4,4,5,5,6,6,6-undecafluorohexyl)oxy)-1,2,5-thiadiazole